Magnesium phosphinat [PH2]([O-])=O.[Mg+2].[PH2]([O-])=O